C(C)(C)(C)NC(=O)C=1C(=CC=CC1C=C(C1=CC=CC=C1)C1=CC=CC=C1)C1=CC=CC=C1 N-t-butyl-2,2-diphenylvinyl-[1,1'-biphenyl]-2-carboxamide